6-chloro-8-(3,6-dihydro-2H-pyran-4-yl)imidazo[1,2-a]pyridine ClC=1C=C(C=2N(C1)C=CN2)C=2CCOCC2